(R)-3-chloro-2'-(4-chloro-3-(2-hydroxypropan-2-yl)-1H-pyrazol-1-yl)-4-((3,5-difluoropyridin-2-yl)methoxy-d2)-5',6-dimethyl-2H-[1,4'-bipyridin]-2-one ClC=1C(N(C(=CC1OC([2H])([2H])C1=NC=C(C=C1F)F)C)C1=CC(=NC=C1C)N1N=C(C(=C1)Cl)C(C)(C)O)=O